FC1=C(C(=O)NC1=O)C1=CC=CC=C1 Fluorophenyl-Maleimide